2,2-diethylnonanoic acid C(C)C(C(=O)O)(CCCCCCC)CC